4-(benzylamino)-1-(3-(4-chloro-3-fluorophenyl)-1,2,4-oxadiazol-5-yl)bicyclo[2.2.2]octan-2-ol C(C1=CC=CC=C1)NC12CC(C(CC1)(CC2)C2=NC(=NO2)C2=CC(=C(C=C2)Cl)F)O